((6-hydroxy-5'-methyl-4-propyl-1',2',3',4'-tetrahydro-[1,1'-biphenyl]-2-yl)oxy)methyl pivalate C(C(C)(C)C)(=O)OCOC1=C(C(=CC(=C1)CCC)O)C1CCCC(=C1)C